(7R,14R)-11-(4-aminobut-1-yn-1-yl)-1-(difluoromethoxy)-6-(methyl-d3)-6,7-dihydro-7,14-methanobenzo[f]benzo[4,5]imidazo[1,2-a][1,4]diazocin-5(14H)-one NCCC#CC1=CC2=C(N=C3N2[C@H]2C4=C(C(N([C@@H]3C2)C([2H])([2H])[2H])=O)C=CC=C4OC(F)F)C=C1